FC=1C=C(C=C(C1)F)[C@@H]1CCN2N1C(C1(C2)CCN(CC1)C=1C2=C(N=CN1)C=CS2)=O (S)-7'-(3,5-difluorophenyl)-1-(thieno[3,2-d]pyrimidin-4-yl)dihydro-1'H,3'H,5'H-spiro[piperidine-4,2'-pyrazolo[1,2-a]pyrazol]-1'-one